N[C@H]1[C@@H](CCCC1)C1=C(C2=NC(=CC(=C2S1)NCC#CC)Cl)Br 2-((1R,2R)-2-aminocyclohexyl)-3-bromo-N-(but-2-yn-1-yl)-5-chlorothieno[3,2-b]pyridin-7-amine